(4-t-butylcyclohexyl)acrylate C(C)(C)(C)C1CCC(CC1)OC(C=C)=O